2-Methoxy-6-methylpyridine-4-carboxylic acid COC1=NC(=CC(=C1)C(=O)O)C